C(C1=CC=CC=C1)C1(CC(=NO1)CNC(=O)C1=NOC(=C1)C)C(=O)OC methyl 5-benzyl-3-[[(5-methylisoxazole-3-carbonyl)amino]methyl]-4H-isoxazole-5-carboxylate